6-(2-chlorophenyl)-3-(6-morpholinoisoquinolin-4-yl)thieno[3,2-d]pyrimidine-2,4(1H,3H)-dione ClC1=C(C=CC=C1)C1=CC=2NC(N(C(C2S1)=O)C1=CN=CC2=CC=C(C=C12)N1CCOCC1)=O